chromium(II) succinate C(CCC(=O)[O-])(=O)[O-].[Cr+2]